C(C#CCCCCCCCCC)(O)O 2-dodecynediol